C(C)C=1N=C2CCC(N(C2=CC1)S(=O)(=O)C=1C=CC(=C(CO)C1)OCC1CCOCC1)C 5-((6-ethyl-2-methyl-3,4-dihydro-1,5-naphthyridin-1(2H)-yl)sulfonyl)-2-((tetrahydro-2H-pyran-4-yl)methoxy)benzyl alcohol